BrCCNC(=O)C1=NN(C2=C1C=NC(=C2)Cl)C=2C(=CC1=C(OCCN1)C2)OC N-(2-bromoethyl)-6-chloro-1-(6-methoxy-3,4-dihydro-2H-benzo[b][1,4]oxazin-7-yl)-1H-pyrazolo[4,3-c]pyridine-3-carboxamide